dicyclopentyl-(3,5-diethylphenyl)phosphine methyl-4-({[(1S)-1-cyclobutylethyl]amino}methyl)-7,7-difluoro-5H,6H-cyclopenta[b]pyridine-2-carboxylate COC(=O)C1=CC(=C2C(=N1)C(CC2)(F)F)CN[C@@H](C)C2CCC2.C2(CCCC2)P(C2=CC(=CC(=C2)CC)CC)C2CCCC2